[N+](=O)([O-])C1CCCC1N 3-nitro-4-cyclopentylamine